CN(C=CC(=O)C1=CC=C(C=C1)NC(C)=O)C N-(4-(3-(dimethylamino)acryloyl)phenyl)acetamide